N-tert.-Butyl-4-[[2-[2-(trifluoromethyl)phenyl]acetyl]amino]pyridin C(C)(C)(C)N1CC=C(C=C1)NC(CC1=C(C=CC=C1)C(F)(F)F)=O